BrC1=C(C(=C(C(=C1[2H])[2H])[2H])[2H])F 1-bromo-2-fluorobenzene-3,4,5,6-d4